C(C)(C)(C)OC(NS(=O)C1=CN=C(S1)C(C)(C)O)=O ((2-(2-hydroxy-prop-2-yl)thiazol-5-yl)sulfinyl)carbamic acid tert-butyl ester